10-{4-[(3R)-3-aminopyrrolidin-1-yl]-2,6-difluorophenyl}-13-chloro-8-ethyl-4-fluoro-15-methyl-6,8,10-triazatricyclo[9.4.0.02,7]pentadeca-1(11),2(7),3,5,12,14-hexaen-9-one N[C@H]1CN(CC1)C1=CC(=C(C(=C1)F)N1C(N(C=2N=CC(=CC2C=2C(=CC(=CC12)Cl)C)F)CC)=O)F